C(=O)NC(=N)N N-formyl-guanidine